CC1=NOC(=C1C1=NC=C(C(=C1)OC1CN(C1)C(=O)N1N=CC[C@H]1C=1C=C(C#N)C=C(C1)F)F)C (S)-3-(1-(3-((2-(3,5-dimethylisoxazol-4-yl)-5-fluoropyridin-4-yl)oxy)azetidine-1-carbonyl)-4,5-dihydro-1H-pyrazol-5-yl)-5-fluorobenzonitrile